CN1CC(=CC1)C1=CC=2C(=NC=CC2NC=2C=CC3=C(N=CS3)C2)S1 N-(2-(1-methyl-2,5-dihydro-1H-pyrrol-3-yl)thieno[2,3-b]pyridin-4-yl)benzo-[d]thiazol-5-amine